COC1=CC=C(C=C1)C(OC[C@@H]1[C@@H](C[C@@H](O1)N1C2=NC=NC(=C2N=C1)OC(N(C1=CC=CC=C1)C1=CC=CC=C1)=O)O)(C1=CC=CC=C1)C1=CC=C(C=C1)OC.OCC1N(CCC1)C(CCC)=O 1-[2-(hydroxymethyl)pyrrolidin-1-yl]Butan-1-one [9-[(2r,4r,5r)-5-[[bis(4-methoxyphenyl)-phenyl-methoxy]methyl]-4-hydroxy-tetrahydrofuran-2-yl]purin-6-yl]N,N-diphenylcarbamate